BrC1=NC=C(C=C1)CN1CCCCC1 2-bromo-5-[(piperidin-1-yl)methyl]pyridine